CN([C@H]1CN(CCC1)C(=O)C1=CC=C(C=C1)N1N=NC(=C1)C=1C(NC2=CC=C(C=C2C1)F)=O)C 3-{1-[4-((R)-3-dimethylamino-piperidine-1-carbonyl)-phenyl]-1H-[1,2,3]triazol-4-yl}-6-fluoro-1H-quinolin-2-one